C(C)OC(=O)C=1C=NC2=CC=C(C=C2C1NC(C)C)C=1C=NNC1 4-(isopropylamino)-6-(1H-pyrazol-4-yl)quinoline-3-carboxylic acid ethyl ester